ClC=1C=C(C=C(C1)NS(=O)(=O)C)C=1N(C(=CC1C(=O)N)C1=NC=C(C=C1)N1CCC(CC1)OC)C (3-chloro-5-methanesulfonamidophenyl)-5-[5-(4-methoxypiperidin-1-yl)pyridin-2-yl]-1-methyl-1H-pyrrole-3-carboxamide